6-bromo-4-methyl-isoquinolin-3-amine BrC=1C=C2C(=C(N=CC2=CC1)N)C